(S)-4-fluoro-1-((5-fluoropyridin-3-yl)methyl)-N-(5-methyl-4-oxo-2,3,4,5-tetrahydropyrido[3,2-b][1,4]oxazepin-3-yl)-1H-pyrazole-3-carboxamide FC=1C(=NN(C1)CC=1C=NC=C(C1)F)C(=O)N[C@@H]1C(N(C2=C(OC1)C=CC=N2)C)=O